N-((S)-1-((S)-4-benzyl-4,5-dihydrooxazol-2-yl)-2,2-dimethylpropyl)-2,6-difluorobenzamide C(C1=CC=CC=C1)[C@@H]1N=C(OC1)[C@H](C(C)(C)C)NC(C1=C(C=CC=C1F)F)=O